C(C)N1CCN(CC1)C1=CC2=C(N=C(N=C2N[C@H](C)C2=CC(=CC(=C2)C(F)(F)F)[N+](=O)[O-])OC)N=C1 (R)-6-(4-ethylpiperazin-1-yl)-2-methoxy-N-(1-(3-nitro-5-(trifluoromethyl)phenyl)ethyl)pyrido[2,3-d]pyrimidin-4-amine